3-chloro-4-[(3-fluoro-5-methylpyridin-2-yl)(2H2)methoxy]-2'-[3-(2-hydroxypropan-2-yl)-2-oxopyrazin-1-yl]-5',6-dimethyl-[1,4'-bipyridin]-2-one ClC=1C(N(C(=CC1OC([2H])([2H])C1=NC=C(C=C1F)C)C)C1=CC(=NC=C1C)N1C(C(=NC=C1)C(C)(C)O)=O)=O